tert-Butyl 4-((4-(trifluoromethyl)-1H-imidazol-1-yl)methyl)piperidine-1-carboxylate FC(C=1N=CN(C1)CC1CCN(CC1)C(=O)OC(C)(C)C)(F)F